C(=O)(C=C)[Si](C)(C)Br acryl-bromodimethylsilane